CCC(COC(=O)CS)(COC(=O)CS)COC(=O)CS trimethylolpropane tris(thioglycolate)